ClC=1C=NN(C1CC1N(C(C2=CC=CC=C12)=O)CC1=CC=2C(=NN(N2)C)C=C1)C 3-((4-chloro-1-methyl-1H-pyrazol-5-yl)methyl)-2-((2-methyl-2H-benzo[d][1,2,3]triazol-5-yl)methyl)isoindolin-1-one